((6-(difluoromethoxy)-2-(3'-(5-(ethylsulfonyl)-4,5,6,7-tetrahydrooxazolo[4,5-c]pyridin-2-yl)-2,2'-dimethyl-[1,1'-biphenyl]-3-yl)benzo[d]oxazol-5-yl)methyl)proline FC(OC1=CC2=C(N=C(O2)C=2C(=C(C=CC2)C2=C(C(=CC=C2)C=2OC3=C(CN(CC3)S(=O)(=O)CC)N2)C)C)C=C1CN1[C@@H](CCC1)C(=O)O)F